Di-s-butoxy(trimethyl-siloxy)aluminum C(C)(CC)O[Al](O[Si](C)(C)C)OC(C)CC